N-[(4-cyclopropanesulfonylpyridin-2-yl)methyl]-5-(6-ethoxypyrazin-2-yl)pyridine-2-carboxamide C1(CC1)S(=O)(=O)C1=CC(=NC=C1)CNC(=O)C1=NC=C(C=C1)C1=NC(=CN=C1)OCC